The molecule is an acyclic triterpene that is 3-methylidenetetracosa-1,6,10,14,18,22-hexaene carrying five methyl substituents at positions 7, 11, 15, 19 and 23 (the all-E geoisomer). It has a role as a bacterial metabolite. It is a polyene and a triterpene. It derives from a trans-beta-farnesene. CC(=CCC/C(=C/CC/C(=C/CC/C(=C/CC/C(=C/CCC(=C)C=C)/C)/C)/C)/C)C